ClCCC[Si](C=1C=C(N(C)C)C=CC1Br)(C=1C=C(N(C)C)C=CC1Br)C 3,3'-((3-Chloropropyl)(methyl)silanediyl)bis(4-bromo-N,N-dimethylaniline)